(3S,5S,8R,9S,10S,13R,14S,15R,17R)-3-ethyl-17-((R)-6-hydroxy-6-methylheptan-2-yl)-10,13,15-trimethylhexadecahydro-1H-cyclopenta[a]phenanthren-3-ol C(C)[C@@]1(CC[C@@]2([C@H]3CC[C@@]4([C@H](C[C@H]([C@H]4[C@@H]3CC[C@H]2C1)C)[C@H](C)CCCC(C)(C)O)C)C)O